methyl 4,6-dimethyl-2-(6-azaspiro[2.5]octan-6-yl)nicotinate CC1=CC(=NC(=C1C(=O)OC)N1CCC2(CC2)CC1)C